C(C1=CC=CC=C1)(=O)C1=CC=C(C=C1)SC=1C=C2CCC(C2=CC1)=O 5-((4-benzoylphenyl)thio)-2,3-dihydro-1H-inden-1-one